decahydro-biphenyl C1(CCCCC1)C1CCCC=C1